1-(3-fluoro-1H-pyrrolo[2,3-b]pyridin-4-yl)ethanone FC1=CNC2=NC=CC(=C21)C(C)=O